sodium 1-dodecene-1-sulfonate C(=CCCCCCCCCCC)S(=O)(=O)[O-].[Na+]